(S)-1-((4-(difluoromethyl)-3'-fluoro-2'-methyl-[2,4'-bipyridin]-5-yl)oxy)-2,4-dimethylpentan-2-amine FC(C1=CC(=NC=C1OC[C@](CC(C)C)(N)C)C1=C(C(=NC=C1)C)F)F